(3R,6R)-7-(difluoromethoxy)-2-methyl-1-oxo-1,2,3,6-tetrahydro-3,6-methanobenzo[c]azocin-5-yl trifluoromethanesulfonate FC(S(=O)(=O)OC=1[C@H]2C3=C(C(N([C@@H](C1)C2)C)=O)C=CC=C3OC(F)F)(F)F